S1SC(C=C1)CCCCCCCC(=O)O 1,2-dithiol-3-caprylic acid